5-(3-benzyl-1-((1-methyl-1H-pyrazol-4-yl)sulfonyl)pyrrolidin-3-yl)-6-fluoro-1-(4-fluorophenyl)-1H-indazole C(C1=CC=CC=C1)C1(CN(CC1)S(=O)(=O)C=1C=NN(C1)C)C=1C=C2C=NN(C2=CC1F)C1=CC=C(C=C1)F